OC(=O)C(F)(F)F.O=S1(CCNCC1)=NC(OCC1=CC=CC=C1)=O benzyl N-(1-oxo-1,4-thiazinan-1-ylidene)carbamate TFA salt